C(=CCC)Cl butenyl chloride